NC=1SC=C(N1)C(C(=O)N[C@H]1[C@H]2SCC(=C(N2C1=O)C(=O)O)C=C)=NOCC(=O)O (6R,7R)-7-{[2-(2-amino-1,3-thiazol-4-yl)-2-(carboxymethoxyimino)acetyl]amino}-3-ethenyl-8-oxo-5-thia-1-azabicyclo[4.2.0]oct-2-ene-2-carboxylic acid